7-bromo-4-oxo-3H-phthalazine-1-carboxylic acid BrC1=CC=C2C(NN=C(C2=C1)C(=O)O)=O